(E)-N-(4-methoxyphenyl)-1-phenylmethanimine COC1=CC=C(C=C1)/N=C/C1=CC=CC=C1